2-chloro-N-(((1R,5S,6r)-3-(5-(3-cyano-6-(2-hydroxy-2-methylpropoxy)pyrazolo[1,5-a]pyridin-4-yl)pyridin-2-yl)-3-azabicyclo[3.1.0]hexan-6-yl)methyl)-6-fluorobenzenesulfonamide ClC1=C(C(=CC=C1)F)S(=O)(=O)NCC1[C@H]2CN(C[C@@H]12)C1=NC=C(C=C1)C=1C=2N(C=C(C1)OCC(C)(C)O)N=CC2C#N